2-[[5-(4-Fluorophenyl)-2-furanyl]methylene]-5,6-dimethyl-3(2H)-benzofuranone FC1=CC=C(C=C1)C1=CC=C(O1)C=C1OC2=C(C1=O)C=C(C(=C2)C)C